6-((2-(6-((7-bromo-4-oxo-3,4-dihydrophthalazin-1-yl)methyl)-1-oxoisoindolin-2-yl)ethyl)(ethyl)amino)nicotinonitrile BrC1=CC=C2C(NN=C(C2=C1)CC1=CC=C2CN(C(C2=C1)=O)CCN(C1=NC=C(C#N)C=C1)CC)=O